5-[2,6-dichloro-4-[3,5-dioxo-6-(trifluoromethyl)-1,2,4-triazin-2-yl]phenoxy]-N-(3,3-difluorocyclobutyl)-2-methoxy-benzamide ClC1=C(OC=2C=CC(=C(C(=O)NC3CC(C3)(F)F)C2)OC)C(=CC(=C1)N1N=C(C(NC1=O)=O)C(F)(F)F)Cl